ClC1=CC(=C(N=N1)C(=O)NC([2H])([2H])[2H])NC1=C(C(=CC=C1)C1=NC=C(N=C1)N1CCOCC1)OC 6-Chloro-4-((2-methoxy-3-(5-morpholinopyrazin-2-yl)phenyl)amino)-N-(methyl-d3)pyridazine-3-carboxamide